tetrahydrophthalic acid, Glycidyl ester C(C1C(C(=O)[O-])CCC=C1)(=O)OCC1CO1